S(=O)(=O)(O)C(C(=O)OC1CCCCC1)CC(=O)OC1CCCCC1.[NH4+] Ammonium Dicyclohexyl Sulfosuccinate